(R)-tert-butyl-(hydroxymethyl)methylphosphinoborane C(C)(C)(C)B(PC)CO